methyl 8-(hydroxyamino)-8-oxooctanoate ONC(CCCCCCC(=O)OC)=O